N1=C(C=CC=C1)C1=C(C(C(C=C1C)C)=NC)C N-[(2-pyridyl)mesitylidene]methanamine